SC[C@H]1CN(CCN1)C(=O)OC(C)(C)C tert-Butyl (R)-3-(mercaptomethyl)piperazine-1-carboxylate